FC1=C(CN2C(NC(N=C2)=O)=O)C=C(C(=C1)F)F 1-(2,4,5-trifluorobenzyl)-1,3,5-triazine-2,4-dione